8-(2-((1-methyl-1H-pyrazol-5-yl)amino)pyrimidin-4-yl)-2,3,4,5-tetrahydro-1H-pyrrolo[1,2-a][1,4]diazepin-1-one CN1N=CC=C1NC1=NC=CC(=N1)C=1C=C2N(CCCNC2=O)C1